C(C)(C)(C)N(C(O)=O)C1=CC(=CC=C1)C(C(C1=NN=C(N1C)S)(F)F)(C)O.ClC1=CC=C2C(=CC(=NC2=C1Cl)NCC(=O)O)NCCS(N)(=O)=O (7,8-dichloro-4-((2-sulfamoylethyl)amino)quinolin-2-yl)glycine tert-butyl-(3-(1,1-difluoro-2-hydroxy-1-(5-mercapto-4-methyl-4H-1,2,4-triazol-3-yl)propan-2-yl)phenyl)carbamate